C(C=C)SCC(=O)C1=CC=C(C=C1)OC 2-allylthio-1-(4-methoxyphenyl)ethan-1-one